(R)-1-(3-(3-(4-amino-1,3,5-triazin-2-yl)-5-chlorophenyl)morpholino)-2-fluoroprop-2-en-1-one NC1=NC(=NC=N1)C=1C=C(C=C(C1)Cl)[C@@H]1COCCN1C(C(=C)F)=O